2-(3-hydroxypropyl)-7-methoxy-1,2,3,4-tetrahydroisoquinoline-6-carboxamide OCCCN1CC2=CC(=C(C=C2CC1)C(=O)N)OC